OC[C@H](C)N1CCC2(CC1)C(NC1=CC=CC=C12)=O 1'-[(2S)-1-hydroxypropan-2-yl]-1,2-dihydrospiro[indole-3,4'-piperidin]-2-one